2-bromopyridine-3-sulfonamide BrC1=NC=CC=C1S(=O)(=O)N